2-Ethylbutyl ((((2R,3S,4R,5S)-5-(4-aminopyrrolo[2,1-f][1,2,4]triazin-7-yl)-2-cyano-3,4-dihydroxytetrahydrofuran-2-yl)methoxy)((2-(2-ethylbutoxy)-2-oxoethyl)amino)phosphoryl)glycinate NC1=NC=NN2C1=CC=C2[C@H]2[C@@H]([C@@H]([C@@](O2)(C#N)COP(=O)(NCC(=O)OCC(CC)CC)NCC(=O)OCC(CC)CC)O)O